1-methyl-3-(2-methyl-4-nitrophenyl)-2,5-dihydro-1H-pyrrole CN1CC(=CC1)C1=C(C=C(C=C1)[N+](=O)[O-])C